2-[5-(2-amino-4-pyridyl)-4-(4-fluorophenyl)imidazol-1-yl]-1-morpholino-ethanone NC1=NC=CC(=C1)C1=C(N=CN1CC(=O)N1CCOCC1)C1=CC=C(C=C1)F